COC1=C(C=CC(=N1)C(=O)NC)NC1=NNC2=CC(=CC=C12)[C@@H]1C[C@@]12C(NC1=CC=C(C=C21)OC)=O 6-methoxy-5-({6-[(1R,2S)-5'-methoxy-2'-oxo-1',2'-dihydrospiro[cyclopropane-1,3'-indol]-2-yl]-1H-indazol-3-yl}amino)-N-methylpyridine-2-carboxamide